tert-butyl 3-(pyridin-2-yloxy)azetidine-1-carboxylate N1=C(C=CC=C1)OC1CN(C1)C(=O)OC(C)(C)C